C(C1=CC=CC=C1)C1=C(SC=2N3C([C@@H](OCC21)C)=NN=C3C)C#CCOCCOCCOC3=C2C(N(C(C2=CC=C3)=O)C3C(NC(CC3)=O)=O)=O 4-(2-(2-((3-((S)-3-benzyl-6,9-dimethyl-4H,6H-thieno-[2,3-e][1,2,4]triazolo[3,4-c][1,4]oxazepin-2-yl)prop-2-yn-1-yl)oxy)ethoxy)ethoxy)-2-(2,6-dioxopiperidin-3-yl)isoindoline-1,3-dione